BrC1=C(C(=CC=C1OCC)F)[B] 2-bromo-3-ETHOXY-6-fluorophenylboron